O=C1NCC2=C(C=CC(=C12)NC1=CC=C(C=N1)N1C[C@]2(CCNC2=O)CCC1)C=1C=NN2C1CCCC2 (R)-7-(6-((3-oxo-7-(4,5,6,7-tetrahydropyrazolo[1,5-a]pyridin-3-yl)isoindolin-4-yl)amino)pyridin-3-yl)-2,7-diazaspiro[4.5]decan-1-one